CC1=C(C=CC(=C1)C)C=1C=CC2=C(N=NC=3C=CC=CC23)C1 3-(2,4-Dimethylphenyl)benzo[C]cinnoline